NC=1C2=C(N=CN1)N(C=C2C=2C=C(OCCCP(OCC)(OCC)=O)C=CC2)C2CC(C2)CN2CCC2 diethyl 3-(3-(4-amino-7-((1s,3s)-3-(azetidin-1-ylmethyl)cyclobutyl)-7H-pyrrolo[2,3-d]pyrimidin-5-yl)phenoxy)propylphosphonate